isooctanoate C(CCCCC(C)C)(=O)[O-]